difluorooxalate magnesium [Mg].C(C(=O)F)(=O)F